tert-Butyl 4-(5-bromo-3-ethyl-1H-indol-1-yl)piperidine-1-carboxylate BrC=1C=C2C(=CN(C2=CC1)C1CCN(CC1)C(=O)OC(C)(C)C)CC